(6-(4-cyclopropyl-3-(2-(trifluoromethyl)phenyl)-1H-pyrazol-1-yl)-2-azaspiro[3.3]hept-2-yl)(2-fluoro-5-hydroxyphenyl)methanone C1(CC1)C=1C(=NN(C1)C1CC2(CN(C2)C(=O)C2=C(C=CC(=C2)O)F)C1)C1=C(C=CC=C1)C(F)(F)F